2-((tert-butoxycarbonyl)amino)thiophene-3-carboxylic acid C(C)(C)(C)OC(=O)NC=1SC=CC1C(=O)O